O4-tert-butyl O2-ethyl 2,3-dihydropyrido[3,2-b][1,4]oxazine-2,4-dicarboxylate O1C2=C(N(CC1C(=O)OCC)C(=O)OC(C)(C)C)N=CC=C2